Cl\C(=C/[C@H](C[C@H]1C(NCCC1)=O)NC(=O)[C@@H]1[C@H]2C([C@H]2CN1C(=O)OCC1=CC=CC=C1)(C)C)\C(=O)OCC Benzyl (1R,2S,5S)-2-(((S,Z)-4-chloro-5-ethoxy-5-oxo-1-((S)-2-oxopiperidin-3-yl) pent-3-en-2-yl) carbamoyl)-6,6-dimethyl-3-azabicyclo[3.1.0]hexane-3-carboxylate